2-methyl-N-((3-methylisoxazolo[4,5-c]pyridin-6-yl)methylene)propane-2-sulfinamide CC(C)(C)S(=O)N=CC1=CC2=C(C=N1)C(=NO2)C